ethyl 3-((3-methoxy-5-nitrophenyl)amino)cyclobutane-carboxylate COC=1C=C(C=C(C1)[N+](=O)[O-])NC1CC(C1)C(=O)OCC